CS(=O)(=O)O.BrC1=NN(C(=C1)C)CC1=CC(=CC=C1)[N+](=O)[O-] 4-((3-bromo-5-methyl-1H-pyrazol-1-yl)methyl)-2-nitrobenzol methanesulfonate